NCC1=NNC(C2=CC=C(C=C12)C1=CN=C2N1N=C(C=C2)Cl)=O 4-(aminomethyl)-6-(6-chloroimidazo[1,2-b]pyridazin-3-yl)phthalazin-1(2H)-one